4-methyl-N-(3-(4-methyl-1H-imidazol-1-yl)-5-(trifluoromethyl)phenyl)-3-(2-(2-(piperidin-1-yl)pyrimidin-5-yl)ethynyl)benzamide CC1=C(C=C(C(=O)NC2=CC(=CC(=C2)C(F)(F)F)N2C=NC(=C2)C)C=C1)C#CC=1C=NC(=NC1)N1CCCCC1